(R)-N-(3,3-difluoro-1-methylpiperidin-4-yl)-6-fluoro-5-(4-fluoro-1-(2-fluoroethyl)-2-methyl-1H-benzo[d]imidazol-6-yl)-4-methoxypyrrolo[2,1-f][1,2,4]triazin-2-amine FC1(CN(CC[C@H]1NC1=NN2C(C(=N1)OC)=C(C(=C2)F)C=2C=C(C1=C(N(C(=N1)C)CCF)C2)F)C)F